(S)-ethyl 3-amino-3-(2',6'-dichloro-4-fluoro-5-methylbiphenyl-3-yl)propanoate N[C@@H](CC(=O)OCC)C=1C=C(C=C(C1F)C)C1=C(C=CC=C1Cl)Cl